O.C(C)[O-] Ethanolat-Hydrat